(t-butoxycarbonyl)-L-isoleucine C(C)(C)(C)OC(=O)N[C@@H]([C@@H](C)CC)C(=O)O